2-(1,1,2,2,3,3,3-heptafluoropropyl)-5-[[2-[1-(2-hydroxy-1,1-dimethyl-ethyl)tetrazol-5-yl]sulfanyl-5-nitro-benzoyl]amino]benzamide FC(C(C(F)(F)F)(F)F)(F)C1=C(C(=O)N)C=C(C=C1)NC(C1=C(C=CC(=C1)[N+](=O)[O-])SC1=NN=NN1C(CO)(C)C)=O